methyl α-carbomethoxy-cinnamate C(=O)(OC)C(C(=O)OC)=CC1=CC=CC=C1